5-chloro-2-methyl-N-((1r,4r)-4-((3-(6-(methylamino)pyridin-3-yl)-2-oxo-2,3-dihydro-1H-benzo[d]imidazol-1-yl)methyl)cyclohexyl)nicotinamide ClC=1C=NC(=C(C(=O)NC2CCC(CC2)CN2C(N(C3=C2C=CC=C3)C=3C=NC(=CC3)NC)=O)C1)C